farnesyl-thiotriazole C(C=C(C)CCC=C(C)CCC=C(C)C)SC=1N=NNC1